(S)-6-(((6-methoxypyridin-3-yl)(1-(1-(trifluoromethyl)cyclopropyl)-1H-1,2,3-triazol-4-yl)methyl)amino)-4-(neopentylamino)quinoline-3,8-dicarbonitrile COC1=CC=C(C=N1)[C@@H](C=1N=NN(C1)C1(CC1)C(F)(F)F)NC=1C=C2C(=C(C=NC2=C(C1)C#N)C#N)NCC(C)(C)C